5-iodo-N-(3-methyl-4-((1-methyl-1H-benzimidazol-5-yl)oxy)phenyl)-6-methylthiopyrimidin-4-amine IC=1C(=NC=NC1SC)NC1=CC(=C(C=C1)OC1=CC2=C(N(C=N2)C)C=C1)C